C(C)(C)(C)OC(=O)N1CCC(CC1)(CO)NC(=O)C1=C(OC2=C1C=C(C=C2)OCC2=CC=CC=C2)C 4-(5-(benzyloxy)-2-methylbenzofuran-3-carboxamido)-4-(hydroxymethyl)piperidine-1-carboxylic acid tert-butyl ester